CC1(C2=CC(=CC=C2C=2C=CC(=CC12)NC1=CC=CC=C1)N(C1=CC=CC=C1)C1=CC=CC=C1)C 9,9-dimethyl-N2,N7,N7-triphenyl-9H-fluorene-2,7-diamine